1-(1,2,3,5,6,7-Hexahydro-s-indacen-4-yl)-3-({2-[methyl(oxetan-3-yl)amino]-ethyl}(1-methyl-1H-pyrazol-4-yl)sulfamoyl)urea sodium salt [Na].C1CCC2=C(C=3CCCC3C=C12)NC(=O)NS(N(C=1C=NN(C1)C)CCN(C1COC1)C)(=O)=O